5-(3-methoxy-4-((5-dimethylaminoindol-2-yl)sulfonyl)phenyl)-1H-indazole COC=1C=C(C=CC1S(=O)(=O)C=1NC2=CC=C(C=C2C1)N(C)C)C=1C=C2C=NNC2=CC1